ClC1=CC=C(OC2=CC(=C(C=C2)C(CN2N=CN=C2)(CCC)O)C(F)(F)F)C=C1 2-[4-(4-chloro-phenoxy)-2-(trifluoromethyl)phenyl]-1-(1H-1,2,4-triazol-1-yl)pentan-2-ol